(R)-4-(3-(3-aminopiperidine-1-carbonyl)-1-(4-cyclopropyl-2,6-difluorophenyl)-1H-pyrazol-5-yl)-2-fluorobenzonitrile N[C@H]1CN(CCC1)C(=O)C1=NN(C(=C1)C1=CC(=C(C#N)C=C1)F)C1=C(C=C(C=C1F)C1CC1)F